2-[di(tert-butyl) (fluoro)silyl]-1-methyl-1H-1,4-diazainden-4-ium-4-olate C(C)(C)(C)[Si](C=1N(C=2C=CC=[N+](C2C1)[O-])C)(F)C(C)(C)C